Magnesium acetyltaurine C(C)(=O)NCCS(=O)(=O)O.[Mg]